(5S,7S)-5-(3,5-difluorophenyl)-7-methyl-2,5,6,7-tetrahydro-3H-pyrrolo[2,1-c][1,2,4]triazol-3-one FC=1C=C(C=C(C1)F)[C@@H]1C[C@@H](C2=NNC(N21)=O)C